7-chloro-6-fluoro-furo[3,2-b]pyridine ClC1=C2C(=NC=C1F)C=CO2